ClC1=C(C=C(C=C1)[C@]12[C@@H]([C@H]([C@@H]([C@](CO1)(O2)C(C)O)O)O)O)CC2=CC=C(C=C2)OCC (1R,2S,3S,4R,5S)-5-(4-chloro-3-(4-ethoxybenzyl)phenyl)-1-(1-hydroxyethyl)-6,8-dioxabicyclo[3.2.1]octane-2,3,4-triol